5-(2-chloro-4-methoxybenzyl)-3-cyclopropyl-4-oxo-4,5,6,7-tetrahydropyrazolo[1,5-a]pyrazine-2-carboxylic acid (5-difluoromethyl[1,3,4]thiadiazol-2-yl)amide FC(C1=NN=C(S1)NC(=O)C1=NN2C(C(N(CC2)CC2=C(C=C(C=C2)OC)Cl)=O)=C1C1CC1)F